C(C1=CC=CC=C1)(=O)OC\C=C/CC (Z)-2-penten-1-yl benzoate